2-(hydroxymethyl)-1-(6-{[4-(pyrimidin-2-yl)-2-(trifluoromethyl)phenyl]amino}hexyl)piperidine-3,4,5-triol OCC1N(CC(C(C1O)O)O)CCCCCCNC1=C(C=C(C=C1)C1=NC=CC=N1)C(F)(F)F